benzyl-2-hydroxy-1-[4-(methylthio)phenyl]-2-morpholino-propane-1-one C(C1=CC=CC=C1)CC(C(=O)C1=CC=C(C=C1)SC)(N1CCOCC1)O